ClC1=C(C(=CC=C1)C)NC(=O)C1=CN=C(S1)NCCCCCCCCSC1=C2CN(C(C2=CC=C1)=O)C1C(NC(CC1)=O)=O N-(2-chloro-6-methylphenyl)-2-((8-((2-(2,6-dioxopiperidin-3-yl)-1-oxoisoindolin-4-yl)thio)octyl)amino)thiazole-5-carboxamide